CN(S(=O)(=O)N[C@@H]1[C@@H](N([C@@H](C1)C)C(=O)OC)COC1CC2CC2(CC1)C1=CC(=CC=C1)F)C Methyl (2r,3s,5r)-3-((N,N-dimethylaminosulfonyl) amino)-2-(((6-(3-fluorophenyl) bicyclo[4.1.0]hept-3-yl) oxy) methyl)-5-methylpyrrolidine-1-carboxylate